3-(2-methoxyethoxy)-2-((2-methoxyethoxy)methyl)propan-1-amine COCCOCC(CN)COCCOC